tert-butyl 2-({4-[(dimethylamino)methyl]phenyl}amino)-5H,6H,7H,8H-pyrido[3,4-d]pyrimidine-7-carboxylate CN(C)CC1=CC=C(C=C1)NC=1N=CC2=C(N1)CN(CC2)C(=O)OC(C)(C)C